ClC1=CC(=C2C(=N1)C(=NN2C(C)C)N)C=C 5-chloro-1-isopropyl-7-vinyl-1H-pyrazolo[4,3-b]pyridin-3-amine